C(C1=CC=CC=C1)(=O)O[C@@H]1[C@H](O[C@@H]([C@H]([C@@H]1OC(C1=CC=CC=C1)=O)OC(C1=CC=CC=C1)=O)COC(C1=CC=CC=C1)=O)O[C@@H]1[C@@H]([C@@H](OCCN)O[C@@H]([C@H]1OC(C1=CC=CC=C1)=O)CO[C@@H]1[C@@H](OC(C2=CC=CC=C2)=O)[C@@H](OC(C2=CC=CC=C2)=O)[C@H](OC(C2=CC=CC=C2)=O)[C@H](O1)COC(C1=CC=CC=C1)=O)OC(C1=CC=CC=C1)=O 2-aminoethyl (2,3,4,6-tetra-O-benzoyl-α-D-mannopyranosyl)-(1->3)-[2,3,4,6-tetra-O-benzoyl-α-D-mannopyranosyl-(1->6)]-2,4-di-O-benzoyl-α-D-mannopyranoside